adamantane-2,6-dione C12C(C3CC(C(C(C1)C3)=O)C2)=O